C(C)OC=CCCCCCCCCCC 1-ethoxydodeca-1-ene